C(C)OC(=O)C1=C(C2=C(N(C(N(C2=O)C(C(=O)O)(C)C)=O)C[C@H](C2=CC=CC=C2)OC)S1)C 2-[6-(ethoxycarbonyl)-1-[(2S)-2-methoxy-2-phenylethyl]-5-methyl-2,4-dioxo-1H,2H,3H,4H-thieno[2,3-d]pyrimidin-3-yl]-2-methylpropanoic acid